C(CCCCCCC)P(CC(N(CC(C)C)CC(C)C)=O)C1=CC=CC=C1 octyl-(phenyl)-N,N-diisobutylcarbamoylmethylphosphine